6-(6,7-dihydro-5H-pyrazolo[5,1-b][1,3]oxazin-3-yl)-3-(6-fluoropyridin-3-yl)-2-(4-(4-methyl-4H-1,2,4-triazol-3-yl)piperidin-1-yl)benzonitrile N1=CC(=C2OCCCN21)C2=CC=C(C(=C2C#N)N2CCC(CC2)C2=NN=CN2C)C=2C=NC(=CC2)F